C(C1=CC=CC=C1)OCC([C@](C(=O)OCC(=O)C1=CC=C(C=C1)OC)(C)O)=O 2-(4-methoxyphenyl)-2-oxoethyl (S)-4-(benzyloxy)-2-hydroxy-2-methyl-3-oxobutyrate